C(C)OC1=CC=C(C=N1)C1=CC=C(C=C1)NC(=O)C1C(C1)C1=NC=CC=C1 N-(4-(6-ethoxypyridin-3-yl)phenyl)-2-(pyridin-2-yl)cyclopropane-1-carboxamide